C(C)N(C1=C(C(=C2C=CC=CN12)C#N)C1=CC=C(C=C1)SC)CC 3-(diethylamino)-2-(4-(methylthio)phenyl)indolizine-1-carbonitrile